COC1=CC=C(C(=O)OC2=C(C(C(CC2)C)=O)C)C=C1 dimethyl-3-oxocyclohex-1-en-1-yl 4-methoxybenzoate